FC1=C(C=CC(=C1F)OC1=NC=CC=C1C1=NC(=NC=C1)N[C@@H]1CNCCC1)NS(=O)(=O)CC1(CC1)F (S)-N-(2,3-difluoro-4-((3-(2-(piperidin-3-ylamino)pyrimidin-4-yl)pyridin-2-yl)oxy)phenyl)-1-(1-fluorocyclopropyl)methanesulfonamide